NC1C(CCC1)C1(CN(C1)C(=O)C1=C(C(=C(C=C1)F)F)NC1=C(C=C(C=C1)I)F)O 3-(2-aminocyclopentyl)-1-({3,4-difluoro-2-[(2-fluoro-4-iodophenyl)amino]phenyl}carbonyl)-azetidin-3-ol